4-methoxyphenanthrene-2,3,6,7-tetraol COC1=C(C(=CC=2C=CC3=CC(=C(C=C3C12)O)O)O)O